C(CCCCCC)(=O)OC1=C(C=C(C=C1Br)C#N)Br 2,6-dibromo-4-cyanophenyl heptanoate